N-(4-fluorophenyl)cyclopropane-1,1-diformamide FC1=CC=C(C=C1)NC(=O)C1(CC1)C(=O)N